methacrylic acid-2-hydroxy-3-aminopropyl ester OC(COC(C(=C)C)=O)CN